COC1=C(C(=O)NN)C=C(C=C1)[N+](=O)[O-] 2-methoxy-5-nitrobenzohydrazide